C(C=C)(=O)NC(C(S(=O)(=O)[O-])C)C.[Na+] sodium 2-acrylamido-methylpropanesulfonic acid salt